8-Methoxy-N-((6-methylpyridazin-3-yl)methyl)-6-(5-(methylsulfonyl)pyridin-2-yl)quinazolin-4-amine COC=1C=C(C=C2C(=NC=NC12)NCC=1N=NC(=CC1)C)C1=NC=C(C=C1)S(=O)(=O)C